(1S,4S)-N-[[4-[5-(difluoromethyl)-1,3,4-oxadiazol-2-yl]-2-fluoro-phenyl]methyl]-2-imino-2-oxo-N-phenyl-2λ6-thia-5-azabicyclo[2.2.1]heptane-5-carboxamide FC(C1=NN=C(O1)C1=CC(=C(C=C1)CN(C(=O)N1[C@@H]2CS([C@H](C1)C2)(=O)=N)C2=CC=CC=C2)F)F